(S)-1-methyl-2-((3-(2-oxo-1-(4-phenylcyclohexyl)-1,2-dihydro-3H-imidazo[4,5-b]pyridin-3-yl)pyrrolidin-1-yl)methyl)-1H-imidazole-5-carboxylic acid CN1C(=NC=C1C(=O)O)CN1C[C@H](CC1)N1C(N(C=2C1=NC=CC2)C2CCC(CC2)C2=CC=CC=C2)=O